N-(3-(3-Chloro-2-(3-methoxy-4-(((((S)-5-oxopyrrolidin-2-yl)methyl)amino)methyl)phenyl)pyridin-4-yl)-2-methylphenyl)-5-(((R)-3-hydroxypyrrolidin-1-yl)methyl)picolinamide ClC=1C(=NC=CC1C=1C(=C(C=CC1)NC(C1=NC=C(C=C1)CN1C[C@@H](CC1)O)=O)C)C1=CC(=C(C=C1)CNC[C@H]1NC(CC1)=O)OC